CC1(OC[C@](O1)(C#C[Si](C(C)C)(C(C)C)C(C)C)C(CC(=O)OC(C)(C)C)=O)C tert-butyl (R)-3-(2,2-dimethyl-4-((triisopropylsilyl)ethynyl)-1,3-dioxolan-4-yl)-3-oxopropanoate